(3R)-3-amino-5-[(4-chlorophenyl)methyl]-7-(4-ethyltriazol-1-yl)-8-fluoro-2,3-dihydro-1,5-benzothiazepin-4-one N[C@H]1CSC2=C(N(C1=O)CC1=CC=C(C=C1)Cl)C=C(C(=C2)F)N2N=NC(=C2)CC